tert-butyl (1-((1-(2-(2-((2-(2,6-dioxopiperidin-3-yl)-1,3-dioxoisoindolin-4-yl)amino)ethoxy)ethyl)-1H-1,2,3-triazol-4-yl)methyl)piperidin-4-yl)carbamate O=C1NC(CCC1N1C(C2=CC=CC(=C2C1=O)NCCOCCN1N=NC(=C1)CN1CCC(CC1)NC(OC(C)(C)C)=O)=O)=O